3-methyl-4-[4-(1H-pyrrolo[2,3-b]pyridin-4-yl)-1H-pyrazol-1-yl]benzaldehyde CC=1C=C(C=O)C=CC1N1N=CC(=C1)C1=C2C(=NC=C1)NC=C2